N1(CCOCC1)C(C(=O)C1=CC=C(C=C1)OCCBr)(C)C 2-morpholinyl-4'-(2-bromoethoxy)-2-methyl-propiophenone